tert-butyl N-[5-[[2-[(2R,4S)-4-amino-2-phenyl-1-piperidyl]-2-oxo-acetyl]amino]-3-methyl-2-pyridyl]carbamate N[C@@H]1C[C@@H](N(CC1)C(C(=O)NC=1C=C(C(=NC1)NC(OC(C)(C)C)=O)C)=O)C1=CC=CC=C1